CC1=C(C=NC(=C1)S(=O)(=O)N1CCN(CC1)C)B(O)O (4-methyl-6-((4-methylpiperazin-1-yl)sulfonyl)pyridin-3-yl)boronic acid